(3R)-4-(4-iodo-1-(1-(tetrahydro-2H-pyran-2-yl)-1H-pyrazol-3-yl)-1H-pyrazolo[3,4-b]Pyridin-6-yl)-3-methylmorpholine IC1=C2C(=NC(=C1)N1[C@@H](COCC1)C)N(N=C2)C2=NN(C=C2)C2OCCCC2